ClC=1C=C(C=CC1Cl)N1C(N(C(C2=CC=CC=C12)=O)C1=CN=NC=C1)=O 1-(3,4-dichlorophenyl)-3-(pyridazin-4-yl)quinazoline-2,4(1H,3H)-dione